2,6-dimethoxy-3-((triisopropylsilyl)oxy)pyridine COC1=NC(=CC=C1O[Si](C(C)C)(C(C)C)C(C)C)OC